Methyl 3-(((4-bromo-2,3-dihydrofuro[2,3-c]pyridin-7-yl)amino)methyl)-benzoate BrC1=C2C(=C(N=C1)NCC=1C=C(C(=O)OC)C=CC1)OCC2